2-(azepan-1-yl)-4-cyclopropanecarboxamidobenzoic acid methyl ester COC(C1=C(C=C(C=C1)NC(=O)C1CC1)N1CCCCCC1)=O